C12(CC3CC(CC(C1)C3)C2)CNC 1-(1-adamantyl)-N-methylmethaneamine